3-(2,3,5,6-tetrafluoro-4-(methylsulfonyl)phenyl)propan-1-amine FC1=C(C(=C(C(=C1F)S(=O)(=O)C)F)F)CCCN